6-Methoxy-2H-benzo[e][1,3]thiazine COC=1C=CC2=C(C=NCS2)C1